C(CCCCCCCCCCCCCCCCCCC)(=O)[O-].[Mg+2].C(CCCCCCCCCCCCCCCCCCC)(=O)[O-] magnesium arachidate